C(C)(C)(C)C1=CC=C(C=C1)S(=O)(=O)C1=CC=C(C=C1)S(=O)(=O)O 4-((4-(tert-butyl)phenyl)sulfonyl)benzenesulfonic acid